3-bromo-8-chloroimidazo[1,5-a]pyrazine BrC1=NC=C2N1C=CN=C2Cl